ammonium difluorosulfimide salt FS(=N)F.[NH4+]